CP(O)(O)=O.N1CCNCC1 piperazine methylphosphonate